2-chloro-1-(4-(6-methoxypyrazolo[1,5-a]pyridin-3-yl)piperidin-1-yl)ethan-1-one ClCC(=O)N1CCC(CC1)C=1C=NN2C1C=CC(=C2)OC